(S)-N-(7-(8-ethyl-2-(piperidin-3-ylamino)quinazolin-6-yl)pyrrolo[2,1-f][1,2,4]triazin-4-yl)-4-(trifluoromethoxy)benzenesulfonamide C(C)C=1C=C(C=C2C=NC(=NC12)N[C@@H]1CNCCC1)C1=CC=C2C(=NC=NN21)NS(=O)(=O)C2=CC=C(C=C2)OC(F)(F)F